2,3,3,5,5,6-hexafluoro-2,4,4,6-tetrakis(trifluoromethyl)cyclohexan-1-one FC1(C(C(C(C(C1(F)F)(C(F)(F)F)C(F)(F)F)(F)F)(C(F)(F)F)F)=O)C(F)(F)F